OC1=C(C(=O)N2CC(C(=CC2)C2=C3C(=NC(=C2)NC(=O)C2CC2)NC=C3)C)C=CN=C1 N-(4-(1-(3-hydroxyisonicotinoyl)-3-methyl-1,2,3,6-tetrahydropyridin-4-yl)-1H-pyrrolo[2,3-b]pyridin-6-yl)cyclopropylcarboxamide